N5-((1s,3R)-3-Hydroxycyclobutyl)-N3-methyl-1-((S)-1-phenylethyl)-1H-pyrazole-3,5-dicarboxamide OC1CC(C1)NC(=O)C1=CC(=NN1[C@@H](C)C1=CC=CC=C1)C(=O)NC